C(C)(C)(C)OC1CN(C1)C(=O)NC1CCCCC2=C1C=CC(=C2)C2=NC(=NC=C2)NC=2C=NN(C2)CCO 3-(tert-butoxy)-N-(2-(2-((1-(2-hydroxyethyl)-1H-pyrazol-4-yl)amino)pyrimidin-4-yl)-6,7,8,9-tetrahydro-5H-benzo[7]annulen-5-yl)azetidine-1-carboxamide